C1(CC1)C1=C(OC2=NC=C(N=C21)C(C=CC[C@@H](CC(C)C)[C@H]2N(C(OC2)(C)C)C(=O)OC(C)(C)C)=O)C(C)C tert-butyl (4R)-4-[(1R)-5-(7-cyclopropyl-6-isopropyl-furo[2,3-b]pyrazin-2-yl)-1-isobutyl-5-oxo-pent-3-enyl]-2,2-dimethyl-oxazolidine-3-carboxylate